(2-(difluoromethyl)thiazol-5-yl)methanone FC(C=1SC(=CN1)C=O)F